tert-Butyl N-[2-(8-fluoro-6-formyl-1,5,6,7-tetrahydrocyclopenta[f]benzimidazol-2-yl)ethyl]-N-methyl-carbamate FC1=C2C(=CC3=C1NC(=N3)CCN(C(OC(C)(C)C)=O)C)CC(C2)C=O